tert-butyl 1-((tert-butoxycarbonyl) (isopropyl) amino)-4-oxo-1,4-dihydropyridine-3-carboxylate C(C)(C)(C)OC(=O)N(N1C=C(C(C=C1)=O)C(=O)OC(C)(C)C)C(C)C